[ReH9](=O)(=O)([O-])[O-].[K+].[K+] potassium nonahydridorhenate